ARGINATE HCL Cl.N[C@@H](CCCNC(N)=N)C(=O)O